2-(1-methyltetrazol-5-yl)-4,6,7,8-tetrahydropyrazolo[1,5-a][1,4]diazepine CN1N=NN=C1C1=NN2C(CNCCC2)=C1